4-[[(3R)-1-[7-(ethylamino)-5-fluoro-3-methyl-2-oxo-indolin-3-yl]-3-piperidyl]amino]-2-hydroxy-benzonitrile C(C)NC=1C=C(C=C2C(C(NC12)=O)(C)N1C[C@@H](CCC1)NC1=CC(=C(C#N)C=C1)O)F